Bis(neodecanoic acid) tin [Sn].C(CCCCCC(C)(C)C)(=O)O.C(CCCCCC(C)(C)C)(=O)O